[Cl-].COC=1C=C(CN2CN(C=C2)C)C=CC1 1-m-methoxybenzyl-3-methylimidazole chloride